OC(C)(C)C=1C(=CC2=CN(N=C2C1)C1CCC(CC1)N1CCN(CC1)C(=O)OC(C)(C)C)NC(=O)C=1C=NN2C1N=CC=C2 tert-butyl 4-((1r,4r)-4-(6-(2-hydroxypropan-2-yl)-5-(pyrazolo[1,5-a]pyrimidine-3-carboxamido)-2H-indazol-2-yl)cyclohexyl)piperazine-1-carboxylate